C1(CCCCC1)NC1CCCCC1.C(C)(C)(C)OC(=O)N([C@@H](CC1=CC=CC=C1)C(=O)O)C N-tert-butoxycarbonyl-N-methyl-L-phenylalanine dicyclohexylamine salt